NC1=NC=CC(=C1F)CC=1C(=C(C(=C(C(=O)N)C1)NC1=C(C=C(C=C1)C1CC1)F)F)F 5-((2-amino-3-fluoropyridine-4-yl)methyl)-2-((4-cyclopropyl-2-fluorophenyl)amino)-3,4-difluorobenzamide